C1CCC2=C(C=3CCCC3C=C12)NC(=O)NS(=O)(=O)\C=C\[C@]1(N(CCC1)C[2H])C (S,E)-N-((1,2,3,5,6,7-hexahydro-s-indacen-4-yl)carbamoyl)-2-(2-methyl-1-(methyl-d)pyrrolidin-2-yl)ethene-1-sulfonamide